2-chloro-N-[4-(2,2-difluoroethyl)-2,5-difluorophenyl]-4H-thieno[3,2-b]pyrrole-6-sulfonamide ClC1=CC=2NC=C(C2S1)S(=O)(=O)NC1=C(C=C(C(=C1)F)CC(F)F)F